1-{2-O-Acetyl-7-azido-3-O-benzyl-4-[(benzyloxy)methyl]-5,6,7-trideoxy-α-L-lyxo-heptofuranosyl}-5-methylpyrimidine-2,4(1H,3H)-dione C(C)(=O)O[C@H]1[C@@H](O[C@]([C@H]1OCC1=CC=CC=C1)(CCCN=[N+]=[N-])COCC1=CC=CC=C1)N1C(NC(C(=C1)C)=O)=O